6-(4-((sec-butoxyphenyl)azo)phenoxy)hexanoic acid C(C)(CC)OC1=C(C=CC=C1)N=NC1=CC=C(OCCCCCC(=O)O)C=C1